FC(C=1C=C(C=CC1)C1=CN=C2N1N=C(C=C2)NC2CC1(C2)CCN(CC1)C(=O)OC(C)(C)C)(F)F tert-butyl 2-[[3-[3-(trifluoromethyl) phenyl] imidazo[1,2-b]pyridazin-6-yl] amino]-7-azaspiro[3.5]nonane-7-carboxylate